3-(4-fluorophenyl)-2-thioxo-2,3-dihydroquinazolin-4(1H)-one FC1=CC=C(C=C1)N1C(NC2=CC=CC=C2C1=O)=S